[3-cyano-4-(5,5-dimethyl-1,3,2-dioxaborolan-2-yl)-7-fluorobenzo[b]thiophen-2-yl]carbamate C(#N)C=1C2=C(SC1NC([O-])=O)C(=CC=C2B2OC(CO2)(C)C)F